(R)-8-(8-((6-amino-2-chloropyridin-3-yl)thio)imidazo[1,2-c]pyrimidin-5-yl)-8-azaspiro[4.5]decan-1-amine NC1=CC=C(C(=N1)Cl)SC=1C=2N(C(=NC1)N1CCC3(CCC[C@H]3N)CC1)C=CN2